C1(CC1)C1=NC=NC(=C1C1=NC=2N(C(C(=NC2C=N1)C)=O)CC1=CC=C(C=C1)C=1N(C=C(N1)C(F)(F)F)C)OC 2-(4-cyclopropyl-6-methoxypyrimidin-5-yl)-6-methyl-8-(4-(1-methyl-4-(trifluoromethyl)-1H-imidazol-2-yl)benzyl)pteridin-7(8H)-one